ClC1=NC=CC(=C1F)C#CC=1N=C(N(C1C)C=1C=NC(=CC1)C)C(=O)OC Methyl 4-[2-(2-chloro-3-fluoro-4-pyridyl)ethynyl]-5-methyl-1-(6-methyl-3-pyridyl)imidazole-2-carboxylate